N1C=C(C2=CC=CC=C12)CCNC(C=COCCOCCNC(COC1=C2C(N(C(C2=CC=C1)=O)C1C(NC(CC1)=O)=O)=O)=O)=O N-(2-(1H-indol-3-yl)ethyl)-3-(2-(2-(2-((2-(2,6-dioxopiperidin-3-yl)-1,3-dioxoisoindolin-4-yl)oxy)acetamido)ethoxy)ethoxy)propenamide